1-(ethoxymethyl)pyrazole-3-carbonitrile C(C)OCN1N=C(C=C1)C#N